(S)-1-(4-fluorophenyl)ethylamine FC1=CC=C(C=C1)[C@H](C)N